COC(=O)C(=C)NC(=O)[C@@H]1[C@H]2CC[C@@H](N1C(=O)OC(C)(C)C)C2 tert-butyl (1S,2S,4R)-2-(1-methoxycarbonylvinylcarbamoyl)-3-azabicyclo[2.2.1]heptane-3-carboxylate